FC(=CC(F)(F)F)F 1,1,3,3,3-pentafluoro-1-propene